C(#C)C=1C=C(C(=O)NC2=CC(=C(C=C2)CNCCN2CCN(CC2)C(=O)OC(C)(C)C)C(F)(F)F)C=CC1C Tert-Butyl 4-[2-([[4-(3-Ethynyl-4-Methylbenzamido)-2-(Trifluoromethyl)Phenyl]Methyl]Amino)Ethyl]Piperazine-1-Carboxylate